SC1=CC=C(C=C1)C=1N(C=NN1)C1=CC=C(C=C1)F 5-p-sulfanylphenyl-4-p-fluorophenyl-1,2,4-triazole